tert-butyl (2R)-3-(4-{2-[2-(2-ethoxyethoxy)ethoxy]ethoxy}phenyl)-2-[(methanesulfonyl)oxy]propanoate C(C)OCCOCCOCCOC1=CC=C(C=C1)C[C@H](C(=O)OC(C)(C)C)OS(=O)(=O)C